1-((5-(4-((4-(morpholinomethyl)phenyl)ethynyl)phenyl)isoxazol-3-yl)methyl)-1H-1,2,4-Triazole-5-carboxamide O1CCN(CC1)CC1=CC=C(C=C1)C#CC1=CC=C(C=C1)C1=CC(=NO1)CN1N=CN=C1C(=O)N